(2R,4R)-1-(3-chloro-2-fluorobenzyl)-4-((3,5-difluoro-6-((5-methyl-1H-pyrazol-3-yl)amino)-4-(thiazol-2-yl)pyridin-2-yl)methyl)-2-methylpiperidine-4-carboxylic acid ClC=1C(=C(CN2[C@@H](C[C@@](CC2)(C(=O)O)CC2=NC(=C(C(=C2F)C=2SC=CN2)F)NC2=NNC(=C2)C)C)C=CC1)F